N-[3-chloro-4-(piperazine-1-carbonyl)phenyl]-5-(3-cyano-4-methoxy-phenyl)-1-methyl-imidazole-2-carboxamide ClC=1C=C(C=CC1C(=O)N1CCNCC1)NC(=O)C=1N(C(=CN1)C1=CC(=C(C=C1)OC)C#N)C